dimercaptomaleimide SC1=C(C(=O)NC1=O)S